CC1(C(C(CCC1)=C)C(=O)OC)C methyl 2,2-dimethyl-6-methylidenecyclohexanecarboxylate